C(C)C(C(C1=CC=CC=C1)NC(=O)C=1C=C2C(=NC1)N(C=C2)C)(CC)O N-(2-ethyl-2-hydroxy-1-phenylbutyl)-1-methyl-1H-pyrrolo[2,3-b]pyridine-5-carboxamide